FC(S(=O)(=O)NC[C@H](CC1=CC=C(C=C1)C)N1C(N(C2=C1C=CC=C2)CC2=CC=C(C=C2)C)=NC(OC(C)(C)C)=O)F tert-butyl (S)-(1-(1-((difluoromethyl)sulfonamido)-3-(p-tolyl)propan-2-yl)-3-(4-methylbenzyl)-1,3-dihydro-2H-benzo[d]imidazol-2-ylidene)carbamate